1-ethylpyridin-2(1H)-on C(C)N1C(C=CC=C1)=O